tert-butyl 3-(5-ethyl-6-methoxypyridin-3-yl)piperidine-1-carboxylate C(C)C=1C=C(C=NC1OC)C1CN(CCC1)C(=O)OC(C)(C)C